8-(2,1,3-benzoxadiazol-5-yl)-N-(4-methanesulfonylpyridin-3-yl)quinoxalin-6-amine N=1ON=C2C1C=CC(=C2)C=2C=C(C=C1N=CC=NC21)NC=2C=NC=CC2S(=O)(=O)C